2-2-ethylbutyrate CCC(C(=O)[O-])CC